C(CC(O)(C(=O)O)CC(=O)O)(=O)O.CN1N=C(C=2NC(=NC(C21)=O)C=2C=C(C=CC2OCC)S(=O)(=O)N2CCN(CC2)C)CCC 1-[[3-(4,7-Dihydro-1-methyl-7-oxo-3-propyl-1H-pyrazolo[4,3-d]pyrimidin-5-yl)-4-ethoxyphenyl]sulfonyl]-4-methylpiperazine citrate salt